(R)-7-((3R,4R)-3-amino-4-methoxypyrrolidin-1-yl)-chroman N[C@@H]1CN(C[C@H]1OC)C1=CC=C2CCCOC2=C1